caproamid C(CCCCC)(=O)N